3-(2-chloro-3-methoxyphenyl)-5-(6-fluoro-1H-indol-4-yl)-4-isopropyl-1H-pyrrole-2-carboxylic acid ClC1=C(C=CC=C1OC)C1=C(NC(=C1C(C)C)C1=C2C=CNC2=CC(=C1)F)C(=O)O